((1r,4r)-4-(acetamidomethyl)cyclohexyl)-2-(1H-imidazol-1-yl)-5H-pyrrolo[3,2-d]pyrimidine-4-carboxamide C(C)(=O)NCC1CCC(CC1)N1C=CC=2N=C(N=C(C21)C(=O)N)N2C=NC=C2